FC1=CC=C(C=C1)C1N(CC1)CC(=O)N1CC2CCC(C1)N2C2=NC=C(C#N)C=C2 Racemic-6-(3-(2-(2-(4-fluorophenyl)azetidin-1-yl)acetyl)-3,8-diazabicyclo[3.2.1]octan-8-yl)nicotinonitrile